O=C1NC(CC[C@@H]1N1C(C2=CC=CC(=C2C1=O)NCC(=O)N1CCC(CC1)COC1=CC=C(CNC2=C3N=CN(C3=NC=N2)C2CC(C2)NC(C2=NC(=CC=C2)C)=O)C=C1)=O)=O N-((1s,3s)-3-(6-((4-((1-((2-(2,6-dioxopiperidin-3-yl)-1,3-dioxoisoindolin-4-yl)glycyl)piperidin-4-yl)methoxy)benzyl)amino)-9H-purin-9-yl)cyclobutyl)-6-methylpicolinamide